OC1=CC=C(C=C1)C1(CC(CC(C1)C)(C)C)C1=CC=C(C=C1)O 1,1-bis-(4-hydroxyphenyl)-3,3,5-trimethylcyclohexane